C1(NCC12CCOCC2)COC=2C=NN(C2C2=CC=1N(C=C2)N=C(C1)NC(=O)C1CC1)C N-(5-(4-((7-oxa-2-azaspiro[3.5]nonan-1-yl)methoxy)-1-methyl-1H-pyrazol-5-yl)pyrazolo[1,5-a]pyridin-2-yl)cyclopropanecarboxamide